(1R,5S,6S)-6-(3-(Trifluoromethoxy)phenyl)-3-azabicyclo[3.1.0]hexane FC(OC=1C=C(C=CC1)C1[C@@H]2CNC[C@H]12)(F)F